methylenebis(4,1-phenylene) diisocyanate C(C1=CC=C(C=C1)N=C=O)C1=CC=C(C=C1)N=C=O